IC(C(=O)OC(=O)C(CCCCCCCC)I)CCCCCCCC iodocapric anhydride